L-valyl-N5-carbamoyl-N-[4-(hydroxymethyl)-3-(3-sulfoprop-1-yn-1-yl)phenyl]-L-ornithinamide N[C@@H](C(C)C)C(=O)N[C@@H](CCCNC(N)=O)C(=O)NC1=CC(=C(C=C1)CO)C#CCS(=O)(=O)O